(S)-1-(2-chloro-5-((1-(2,2-difluoroethyl)-1H-pyrazol-4-yl)ethynyl)pyridin-4-yl)piperidin-3-ol ClC1=NC=C(C(=C1)N1C[C@H](CCC1)O)C#CC=1C=NN(C1)CC(F)F